C(#N)CC1(CN(C1)S(=O)(=O)NC(OC(C)(C)C)=O)N1N=C(C(=C1)C=1C2=C(N=CN1)N(C=C2)COCC[Si](C)(C)C)N2C(C1=CC=CC=C1C2=O)=O tert-Butyl [3-(cyanomethyl)-3-[3-(1,3-dioxoisoindol-2-yl)-4-(7-{[2-(trimethylsilyl)ethoxy]methyl}pyrrolo[2,3-d]pyrimidin-4-yl)pyrazol-1-yl]azetidine-1-sulfonyl]carbamate